tert-butyl (2-(4'-cyano-2'-hydroxy-[1,1'-biphenyl]-4-yl)ethyl)carbamate C(#N)C1=CC(=C(C=C1)C1=CC=C(C=C1)CCNC(OC(C)(C)C)=O)O